COC(C1=NC=CC(=C1)N1N=C2C=CC(=CC2=C1)NC(C)=O)=O 4-(5-acetylamino-2H-indazol-2-yl)picolinic acid methyl ester